2-[5-[(6-bromo-2-pyridyl)oxymethyl]pyrazol-1-yl]acetonitrile BrC1=CC=CC(=N1)OCC1=CC=NN1CC#N